Furanaldehyde O1C(=CC=C1)C=O